(S)-(-)-4-benzoyl-2-oxazolidinone C(C1=CC=CC=C1)(=O)[C@H]1NC(OC1)=O